CC1(OC=2C=C(C=C(C2[C@H]2[C@H]1CC[C@@](C2)(O)C)O)CCCCC)C (6Ar,9S,10aR)-6,6,9-trimethyl-3-pentyl-7,8,10,10a-tetrahydro-6aH-benzo[c]chromene-1,9-diol